FC1CC(C1)[C@@H](C=1C=C(C=CC1)N1C(C2=CC(=CC(=C2C1)C(F)(F)F)CNC1(CCC1)C)=O)C1=NN=CN1C 2-(3-((S)-((1s,3R)-3-fluorocyclobutyl)(4-methyl-4H-1,2,4-triazol-3-yl)methyl)phenyl)-6-(((1-methylcyclobutyl)amino)methyl)-4-(trifluoromethyl)isoindolin-1-one